C1(=CC=CC=C1)N1NC(C=C1C1=CC=CC=C1)C1=CC=C(C=C1)OC 1,5-diphenyl-3-(4-methoxy-phenyl)-dihydropyrazole